OCCOC1=C(C=CC=C1)C1(CC(CC(C1)C)(C)C)C1=C(C=CC=C1)OCCO 1,1-bis{(2-hydroxyethoxy)phenyl}-3,3,5-trimethylcyclohexane